C[C@H]([C@@H](C(=O)N[C@@H](CC1=CC=CC=C1)C(=O)N[C@@H]([C@@H](C)O)C(=O)N[C@@H](CO)C(=O)N[C@@H](CC(=O)O)C(=O)N[C@@H](CC2=CC=C(C=C2)O)C(=O)N[C@@H](CO)C(=O)N[C@@H](CCCCN)C(=O)N[C@@H](CC3=CC=C(C=C3)O)C(=O)N[C@@H](CC(C)C)C(=O)N[C@@H](CC(=O)O)C(=O)N[C@@H](CO)C(=O)N[C@@H](CCCNC(=N)N)C(=O)N[C@@H](CCCNC(=N)N)C(=O)N[C@@H](C)C(=O)N[C@@H](CCC(=O)N)C(=O)N[C@@H](CC(=O)O)C(=O)N[C@@H](CC4=CC=CC=C4)C(=O)N[C@@H](C(C)C)C(=O)N[C@@H](CCC(=O)N)C(=O)N[C@@H](CC5=CNC6=CC=CC=C65)C(=O)N[C@@H](CC(C)C)C(=O)N[C@@H](CCSC)C(=O)N[C@@H](CC(=O)N)C(=O)N[C@@H]([C@@H](C)O)C(=O)O)NC(=O)CNC(=O)[C@H](CCC(=O)N)NC(=O)[C@H](CO)NC(=O)[C@H](CC7=CN=CN7)N)O The molecule is a 29-amino acid peptide hormone consisting of His, Ser, Gln, Gly, Thr, Phe, Thr, Ser, Asp, Tyr, Ser, Lys, Tyr, Leu, Asp, Ser, Arg, Arg, Ala, Gln, Asp, Phe, Val, Gln, Trp, Leu, Met, Asn and Thr residues joined in sequence.